C1N(NCC2=CC=CC=C12)C(=O)O 3,4-dihydrophthalazine-2(1H)-formic acid